[N+](=O)([O-])C1=CC=C2C(=CNC2=C1)CC1=CNC2=CC(=CC=C12)C(F)(F)F 6-nitro-3-((6-(trifluoromethyl)-1H-indol-3-yl)methyl)-1H-indole